3-Bromo-N-(4,4-difluorocyclohexyl)-1-methyl-1H-1,2,4-triazol-5-carboxamid BrC1=NN(C(=N1)C(=O)NC1CCC(CC1)(F)F)C